C(C)(=O)[O-].[Zn+2].NC=1N=NNC1.C(C)(=O)[O-] aminotriazole zinc acetate